ClC=1C=C2C(=C3C4(NC(NC13)=O)CCCCC4)OC(=C2)C(=O)N2CCN(CC2)CCO 5'-chloro-2'-[4-(2-hydroxyethyl)piperazine-1-carbonyl]-7',8'-dihydro-6'H-spiro[cyclohexane-1,9'-furo[2,3-f]quinazoline]-7'-one